4-amino-8-(trans-4-aminocyclohexoxy)-N-(cyanomethyl)-5,5-dimethyl-6H-benzo[h]quinazoline-7-sulfonamide NC1=NC=NC=2C=3C(CC(C12)(C)C)=C(C(=CC3)O[C@@H]3CC[C@H](CC3)N)S(=O)(=O)NCC#N